ClC=1C2=C(N=CN1)N(C=C2)COCC[Si](C)(C)C 4-chloro-7-((2-(trimethylsilyl)-ethoxy)methyl)-7H-pyrrolo[2,3-d]pyrimidine